C(C)(C)(C)OC(=O)C(CN1CCN(CCN(CCN(CC1)CC(C(=O)OC(C)(C)C)=O)CC(C(=O)OC(C)(C)C)=O)CC(=O)O)=O 2-(4,7,10-tris(2-(tert-butoxycarbonyl)-2-oxoethyl)-1,4,7,10-tetraazacyclododecane-1-yl)acetic acid